2-Formyl-furan-3-carboxylic acid C(=O)C=1OC=CC1C(=O)O